ClC=1C=C(C=CC1F)N(C(=O)C1N(C=2N(CC1)C=CN2)C2=NC(=CC(=C2)C(F)(F)F)C)C N-(3-chloro-4-fluorophenyl)-N-methyl-8-(6-methyl-4-(trifluoromethyl)pyridin-2-yl)-5,6,7,8-tetrahydroimidazo[1,2-a]pyrimidine-7-carboxamide